ClC1=C(N=NC(=C1)Cl)C(=O)NC([2H])([2H])[2H] 4,6-dichloro-N-(methyl-d3)pyridazine-3-formamide